OC1(CCN(CC12CCCC2)C([C@@H](CC(F)(F)F)C)=O)CN2C(C1=CC=CC=C1C(=C2)C(=O)N(C)C)=O 2-((10-Hydroxy-7-((R)-4,4,4-trifluoro-2-methylbutanoyl)-7-azaspiro[4.5]decan-10-yl)methyl)-N,N-dimethyl-1-oxo-1,2-dihydroisoquinoline-4-carboxamide